(S or R)-2-(2-(2-isopropyl-4,5,6,7-tetrahydro-2H-indazol-5-yl)ethyl)-7-methoxy-[1,2,4]triazolo[1,5-c]quinazolin-5-amine C(C)(C)N1N=C2CC[C@H](CC2=C1)CCC1=NN2C(=NC=3C(=CC=CC3C2=N1)OC)N |o1:8|